COC=1C=C(CN2C([C@H](NC3=CC=CC=C23)C)=O)C=C(C1)OC (R)-1-(3,5-dimethoxybenzyl)-3-methyl-3,4-dihydro-1H-2-quinoxalinone